ClC=1C(=NC2=CC(=C(N=C2C1N[C@H](C)C=1C=C(C#N)C=C(C1F)F)C=1C=NC(=CC1)P(=O)(C)C)F)C 3-[(1R)-1-({3-chloro-6-[6-(dimethylphosphoryl)pyridin-3-yl]-7-fluoro-2-methyl-1,5-naphthyridin-4-yl}amino)ethyl]-4,5-difluorobenzonitrile